C(C)(C)(C)OC(NCC1=NN(C2=NC=CC(=C21)N2C[C@H](CC2)O)C2=CC=C(C=C2)OC(F)(F)F)=O (S)-((4-(3-hydroxypyrrolidin-1-yl)-1-(4-(trifluoromethoxy)phenyl)-1H-pyrazolo[3,4-b]pyridin-3-yl)methyl)carbamic acid tert-butyl ester